1-(4-bromobenzyl)naphthalene-1,8-diamine BrC1=CC=C(CC2(CC=CC3=CC=CC(=C23)N)N)C=C1